FC1=CC=C(O1)C(=O)N1[C@@H](C=2N(CC1)C(=NC2)C2=NC(=NS2)C)C (R)-(5-fluorofuran-2-yl)(8-methyl-3-(3-methyl-1,2,4-thiadiazol-5-yl)-5,6-Dihydroimidazo[1,5-a]pyrazin-7(8H)-yl)methanone